N=1N2C(=CC1C=1C=C(C=CC1OC1=CC=C(C=C1)C(F)(F)F)S(=O)(=O)NC)CCC2 3-(5,6-Dihydro-4H-pyrrolo[1,2-b]pyrazol-2-yl)-N-methyl-4-(4-(trifluoromethyl)phenoxy)benzenesulfonamide